ClC1=C(C(=CC=C1Cl)O)[C@H]1C[C@H](CN1)C(C(=O)N)CC 2-((3S,5R)-5-(2,3-dichloro-6-hydroxyphenyl)pyrrolidin-3-yl)butanamide